4-(piperidin-1-yl)butylbut-2-enamide N1(CCCCC1)CCCCC(C(=O)N)=CC